(S)-1-((2-((2-chloro-3-(3-chloro-2-(3-methoxy-4-((((5-oxopyrrolidin-2-yl)methyl)amino)methyl)phenyl)pyridin-4-yl)phenyl)amino)-3-fluoropyridin-4-yl)methyl)piperidine-4-carboxylic acid ClC1=C(C=CC=C1C1=C(C(=NC=C1)C1=CC(=C(C=C1)CNC[C@H]1NC(CC1)=O)OC)Cl)NC1=NC=CC(=C1F)CN1CCC(CC1)C(=O)O